C=C1CC=C(C#N)C=C1 4-methylenebenzonitrile